ClC=1C=C(C=CC1)[C@@H]1[C@H](C1)C(=O)N (1S,2S)-2-(3-chlorophenyl)cyclopropane-carboxamide